4-(3-azabicyclo[3.1.0]hexane-3-yl)aniline C12CN(CC2C1)C1=CC=C(N)C=C1